N-[2-amino-5-(4-fluorophenyl)phenyl]-4-(1H-imidazol-5-ylsulfonimidoyl)benzamide NC1=C(C=C(C=C1)C1=CC=C(C=C1)F)NC(C1=CC=C(C=C1)S(=O)(=N)C1=CN=CN1)=O